3-(2,5-dichlorothiophen-3-yl)-N-ethylpropionamide ClC=1SC(=CC1CCC(=O)NCC)Cl